tetrahydrofuran-3-yl (S)-methanesulfonate CS(=O)(=O)OC1COCC1